(2s,3s,4r,5r)-5-(6-(benzylamino)-2-phenyl-9H-purin-9-yl)-3,4-dihydroxy-N-methyltetrahydrofuran-2-carboxamide C(C1=CC=CC=C1)NC1=C2N=CN(C2=NC(=N1)C1=CC=CC=C1)[C@H]1[C@@H]([C@@H]([C@H](O1)C(=O)NC)O)O